4-tert-butyl-2-(2-fluorophenoxy)-1H-imidazole C(C)(C)(C)C=1N=C(NC1)OC1=C(C=CC=C1)F